COCC(=O)NC=1C(=C(C(=O)Cl)C(=C(C1I)C(NCC(CO)O)=O)I)I 3-methoxyacetamido-5-(2,3-dihydroxyn-propylcarbamoyl)-2,4,6-triiodobenzoyl chloride